(S)-3-(1-aminoethyl)-N,N-dimethylbenzylammonium N[C@@H](C)C=1C=C(C[NH+](C)C)C=CC1